C12C(CC(C=C1)C2)CC[SiH](C)C (5-norbornen-2-yl-(ethyl))-1,1-dimethylsilane